BrC=1C=C(C(=C(C1)F)C#CC1=CC=C(C=C1)CCCCC)F 5-Bromo-1,3-difluoro-2-((4-pentylphenyl)ethynyl)benzene